didecyl-1,20-eicosenedicarboxylic acid C(CCCCCCCCC)C(=C(C(=O)O)CCCCCCCCCC)CCCCCCCCCCCCCCCCCCC(=O)O